4-cyano-4''-n-pentyl-p-terphenyl CCCCCC1=CC=C(C=C1)C2=CC=C(C=C2)C3=CC=C(C=C3)C#N